N-(5-((4-chlorobenzyl)thio)-1,3,4-thiadiazol-2-yl)-3-(2-methoxyphenyl)isonicotinamide ClC1=CC=C(CSC2=NN=C(S2)NC(C2=C(C=NC=C2)C2=C(C=CC=C2)OC)=O)C=C1